methyl (1S,3S)-3-({[3-(3,5-difluorophenyl)-5-(trifluoromethyl)-4,5-dihydro-1,2-oxazol-5-yl]carbonyl}amino)-cyclopentanecarboxylate FC=1C=C(C=C(C1)F)C1=NOC(C1)(C(F)(F)F)C(=O)N[C@@H]1C[C@H](CC1)C(=O)OC